[N-]=C=O.[N-]=C=O.C(CCCCCCCCCCC)(=O)[O-].C(CCCCCCCCCCC)(=O)[O-].C(CCC)[Sn+4]CCCC dibutyltin dilaurate diisocyanate